C(C(C(O)(F)F)(F)F)F pentafluoropropanol